(2'S,3'R,6'R)-2'-(((tert-butyldimethylsilyl)oxy)methyl)-6'-hydroxy-2',4',6'-trimethyl-7'-oxo-2',3',6',7'-tetrahydrospiro[cyclopropane-1,5'-inden]-3'-yl L-prolinate N1[C@@H](CCC1)C(=O)O[C@H]1[C@](C=C2C([C@](C3(C(=C12)C)CC3)(C)O)=O)(C)CO[Si](C)(C)C(C)(C)C